((2R,3S,5R)-5-(2-amino-6-mercapto-9H-purin-9-yl)-3-hydroxytetrahydrofuran-2-yl)methylphenyl-phosphorus NC1=NC(=C2N=CN(C2=N1)[C@H]1C[C@@H]([C@@H](O1)C[P]C1=CC=CC=C1)O)S